N-(2',3'-bis(9H-carbazol-9-yl)-[1,1'-biphenyl]-3-yl)-[1,1'-biphenyl]-2-amine C1=CC=CC=2C3=CC=CC=C3N(C12)C1=C(C=CC=C1N1C2=CC=CC=C2C=2C=CC=CC12)C1=CC(=CC=C1)NC=1C(=CC=CC1)C1=CC=CC=C1